4-Butan-2-yl-6-(2-methylbutan-2-yltellanyl)benzene-1,3-diol CC(CC)C1=C(C=C(C(=C1)[Te]C(C)(CC)C)O)O